OC1C=2C=CC(=NC2CCC1)C#N 5-Hydroxy-5,6,7,8-tetrahydroquinoline-2-carbonitrile